tert-Butyl ((R)-1-(8-fluoro-2-(((2R,7aS)-2-fluorotetrahydro-1H-pyrrolizin-7a(5H)-yl)methoxy)-7-(tributylstannyl)pyrido[4,3-d]pyrimidin-4-yl)piperidin-3-yl)(methyl)carbamate FC1=C(N=CC2=C1N=C(N=C2N2C[C@@H](CCC2)N(C(OC(C)(C)C)=O)C)OC[C@]21CCCN1C[C@@H](C2)F)[Sn](CCCC)(CCCC)CCCC